dicarboxyl-chloroaniline C(=O)(O)C1=C(N(Cl)C(=O)O)C=CC=C1